tert-butyl 2-(4-(6-((2,6-dioxopiperidin-3-yl)amino)pyridin-3-yl)piperidin-1-yl)acetate O=C1NC(CCC1NC1=CC=C(C=N1)C1CCN(CC1)CC(=O)OC(C)(C)C)=O